[Si](C)(C)(C(C)(C)C)OCC=1C(=NC(=CN1)Cl)N1CCC(CC1)(C)NC(OC(C)(C)C)=O tert-butyl (1-(3-(((tert-butyldimethylsilyl)oxy)methyl)-6-chloropyrazin-2-yl)-4-methylpiperidin-4-yl)carbamate